FC1=C(OC=2C=NC=3CCN(CC3C2)C2=NC=C(C#N)C=C2C)C=C(C=C1)C 6-(3-(2-fluoro-5-methylphenoxy)-7,8-dihydro-1,6-naphthyridin-6(5H)-yl)-5-methylnicotinonitrile